P(=O)([O-])([O-])[O-].[K+].[K+].[K+] potassium phosphat